C(C)(C)(C)OC(=O)N1CCC2(CC1)[C@@H](C1=C(N=C(S1)C)C2)N[S@](=O)C(C)(C)C (6S)-6-[[(R)-tert-butylsulfinyl]amino]-2-methyl-spiro[4,6-dihydro-cyclopenta[d]thiazole-5,4'-piperidine]-1'-carboxylic acid tert-butyl ester